ethyl 2,3-dibromopropionate BrC(C(=O)OCC)CBr